2-(2-oxabicyclo[2.1.1]hex-4-yl)-N-(1-((1s,2r)-2-fluorocyclopropyl)-2-oxo-1,2-dihydropyridin-3-yl)-6-isopropoxy-2H-indazole-5-carboxamide C12OCC(C1)(C2)N2N=C1C=C(C(=CC1=C2)C(=O)NC=2C(N(C=CC2)[C@@H]2[C@@H](C2)F)=O)OC(C)C